BrC1=NN(C(=C1C(=O)N)NCCOC)[C@@H]1CN(CC1)C(C=C)=O 3-bromo-5-[(2-methoxyethyl)amino]-1-[(3S)-1-(prop-2-enoyl)pyrrolidin-3-yl]pyrazole-4-carboxamide